N-((2-(2,6-dioxopiperidin-3-yl)-1-oxoisoindolin-5-yl)methyl)-2,2-difluoro-2-(4-isopropoxy-2-(trifluoromethyl)phenyl)acetamide O=C1NC(CCC1N1C(C2=CC=C(C=C2C1)CNC(C(C1=C(C=C(C=C1)OC(C)C)C(F)(F)F)(F)F)=O)=O)=O